5-(4-(tert-butyl)phenyl)-1,3,3,5,7-pentamethyloctahydrobenzo[c]isoxazole C(C)(C)(C)C1=CC=C(C=C1)C1(CC2C(N(OC2(C)C)C)C(C1)C)C